NC=1SC2=C(N1)C(=CC(=C2)C(=O)OC)C2CCO2 methyl 2-amino-4-(oxetan-4-yl)-1,3-benzothiazole-6-carboxylate